BrC=1C=NN2C1CN(CC2)C(=O)C2CC2 (3-bromo-6,7-dihydro-4H-pyrazolo[1,5-a]pyrazin-5-yl)-cyclopropyl-methanone